C1(CC1)(C(=O)N)C(=O)N cyclopropane-1,1-diamide